undecyl nonadecanate C(CCCCCCCCCCCCCCCCCC)(=O)OCCCCCCCCCCC